2,5-dioxopyrrolidin-1-yl N6-(((9H-fluoren-9-yl)methoxy)carbonyl)-N2-(tert-butoxycarbonyl)-L-lysinate C1=CC=CC=2C3=CC=CC=C3C(C12)COC(=O)NCCCC[C@H](NC(=O)OC(C)(C)C)C(=O)ON1C(CCC1=O)=O